FC=1C=C(C=NC1N1C=NC(=C1)N1C(CCC1)=O)NC(CN1N=C(C=C1C)C(F)(F)F)=O N-(5-Fluoro-6-(4-(2-oxopyrrolidin-1-yl)-1H-imidazol-1-yl)pyridin-3-yl)-2-(5-methyl-3-(trifluoromethyl)-1H-pyrazol-1-yl)acetamide